3-(5-(difluoromethyl)-1,3,4-thiadiazol-2-yl)-8-fluoro-N-(1-cyanocyclopropyl)imidazo[1,2-a]pyridine-6-sulfonamide FC(C1=NN=C(S1)C1=CN=C2N1C=C(C=C2F)S(=O)(=O)NC2(CC2)C#N)F